Methyl 3-bromo-5-(2-(2-chlorophenyl)acetamido)benzoate BrC=1C=C(C(=O)OC)C=C(C1)NC(CC1=C(C=CC=C1)Cl)=O